ClC1=NC=C(C(=C1)C1=C(C=NC(=C1)C)C(=O)NC=1SC(=NN1)[C@@H]1[C@@H](CC1)F)OC 2'-chloro-N-(5-((1S,2R)-2-fluorocyclobutyl)-1,3,4-thiadiazol-2-yl)-5'-methoxy-6-methyl-(4,4'-bipyridine)-3-carboxamide